1-(2,6-dimethylpyridin-3-yl)-N-((6-phenylpyridazin-3-yl)methyl)-1H-1,2,3-triazole-4-carboxamide CC1=NC(=CC=C1N1N=NC(=C1)C(=O)NCC=1N=NC(=CC1)C1=CC=CC=C1)C